OC1=CC=C(C=C1)C(=C(CC)C1=CC=C(C=C1)O)C1=CC=C(OCCN2CCC(CC2)CN[C@H]2CN(CCC2)C=2C=C3C(N(C(C3=CC2)=O)C2C(NC(CC2)=O)=O)=O)C=C1 5-((R)-3-(((1-(2-(4-(1,2-bis(4-hydroxyphenyl)but-1-en-1-yl)phenoxy)ethyl)piperidin-4-yl)methyl)amino)piperidin-1-yl)-2-(2,6-dioxopiperidin-3-yl)isoindoline-1,3-dione